FC=1C=C(C(=O)OC)C=C(C1CBr)F methyl 3,5-difluoro-4-bromomethylbenzoate